aniline compound with aniline NC1=CC=CC=C1.NC1=CC=CC=C1